Butoxyethanol (R)-1-(2,5-difluoropyridin-3-yl)ethyl-(4-(5-aminopyrazin-2-yl)-1-methyl-1H-1,2,3-triazol-5-yl)carbamate FC1=NC=C(C=C1[C@@H](C)N(C(=O)OC(C)OCCCC)C1=C(N=NN1C)C1=NC=C(N=C1)N)F